O1N=CC=C1 (S)-isoxazole